C12(CC(C1)C2)N2[C@@H](C=1NC3=CC=CC=C3C1C[C@H]2C)C2=CC=C(C=C2)N[C@@H]2CN(C[C@@H]2F)C(=O)OC(C)(C)C tert-butyl (3R,4S)-3-((4-((1R,3R)-2-(bicyclo[1.1.1]pentan-1-yl)-3-methyl-2,3,4,9-tetrahydro-1H-pyrido[3,4-b]indol-1-yl)phenyl)amino)-4-fluoropyrrolidine-1-carboxylate